(E)-3-chloro-2-(2-(4-fluorobenzenesulfonyl)vinyl)pyridine ClC=1C(=NC=CC1)\C=C\S(=O)(=O)C1=CC=C(C=C1)F